(tricarbonyl)ruthenium C(=O)=[Ru](=C=O)=C=O